C(C)C(COC1=C(C=C(C=C1)OC)C#C)CCCC 2-(2-ethylhexyl-oxy)-5-methoxyphenylacetylene